bis(vinylbenzyl)-9H-fluorene C(=C)C(C1=CC=CC=C1)C1(C2=CC=CC=C2C=2C=CC=CC12)C(C1=CC=CC=C1)C=C